C1(CC1)C1=C(C(=C2C(=N1)CCC2)N)C(C)C 2-Cyclopropyl-3-isopropyl-6,7-dihydro-5H-cyclopenta[b]pyridin-4-amine